CNS(=O)(=O)N1C(CC(CC1)C)C#C ethynyl-4-methyl-piperidine-1-sulfonic acid methylamide